S1C(=CC2=C1C=CC=C2)CNC(=O)C2(CC1=CC=CC=C1C2)CC(=O)O 2-[2-(benzothiophen-2-ylmethylcarbamoyl)indan-2-yl]acetic acid